ClC1=CC=C(C=C1)CCC1=CC=CC=C1 1-chloro-4-(2-phenylethyl)benzene